1-(bromomethyl)-2-phenylmethoxybenzene BrCC1=C(C=CC=C1)OCC1=CC=CC=C1